N-(2-(1H-indol-3-yl)ethyl)-2-(5-chloropyridin-3-yl)-5,6,7,8-tetrahydropyrido[4,3-d]pyrimidin-4-amine N1C=C(C2=CC=CC=C12)CCNC=1C2=C(N=C(N1)C=1C=NC=C(C1)Cl)CCNC2